2-(5,8,11-trioxa-2-azatridecan-13-yl)isoindoline-1,3-dione CNCCOCCOCCOCCN1C(C2=CC=CC=C2C1=O)=O